Titanium n-butoxide triethoxide [O-]CC.[O-]CC.[O-]CC.[O-]CCCC.[Ti+4]